4,4-difluoropyrrolidin-3-ol FC1(C(CNC1)O)F